I.C(C)P(CC)CCCCCCCCCCCCCCCCCCCCCC P,P-diethyl-behenylphosphine hydroiodide